The molecule is an elemental molecule with formula O3. An explosive, pale blue gas (b.p. -112℃) that has a characteristic, pleasant odour, it is continuously produced in the upper atmosphere by the action of solar ultraviolet radiation on atmospheric oxygen. It is an antimicrobial agent used in the production of bottled water, as well as in the treatment of meat, poultry and other foodstuffs. It has a role as a member of greenhouse gas, a disinfectant, a tracer, an electrophilic reagent, a mutagen, an oxidising agent and an antiseptic drug. It is a member of reactive oxygen species, an elemental molecule, a triatomic oxygen and a gas molecular entity. [O-][O+]=O